(M)-3-chloro-4-((5-fluoro-3-methylpyridin-2-yl)methoxy)-2'-(2-(2-hydroxypropan-2-yl)-5-methylpyrimidin-4-yl)-5',6-dimethyl-2H-[1,4'-bipyridin]-2-one ClC=1C(N(C(=CC1OCC1=NC=C(C=C1C)F)C)C1=CC(=NC=C1C)C1=NC(=NC=C1C)C(C)(C)O)=O